1-(3-(dimethylamino)propyl)-3-iodo-2-methyl-1,5,6,7,8,9-hexahydrocyclohepta[b]pyrrolo[3,2-e]pyridin-4-amine CN(CCCN1C(=C(C=2C(=C3C(=NC21)CCCCC3)N)I)C)C